N9-(β-glucopyranosyl)-N1-methylguanine [C@@H]1([C@H](O)[C@@H](O)[C@H](O)[C@H](O1)CO)N1C=2N=C(N(C(C2N=C1)=O)C)N